tert-butyl 4-(3-(aminomethyl)phenyl)piperazine-1-carboxylate NCC=1C=C(C=CC1)N1CCN(CC1)C(=O)OC(C)(C)C